O=C1NC(CCC1N1C(C2=CC=CC(=C2C1)CCCOCCOCCOCCOCCC(=O)OC(C)(C)C)=O)=O tert-butyl 3-[2-[2-[2-[3-[2-(2,6-dioxo-3-piperidyl)-1-oxo-isoindolin-4-yl]propoxy]ethoxy]ethoxy]ethoxy]propanoate